Z-pyrazino[1,2-a]pyrimidine-4,7(6H)dione N1=C2N(C(C=C1)=O)CC(N=C2)=O